[N].[N+](=O)(O)[O-] Nitric acid Nitrogen